C(C)(C)(C)OC(=O)N(C1=CC=C(C(=N1)OC)SCCC(=O)OCC(CCCC)CC)C(=O)OC(C)(C)C 2-ethylhexyl 3-((6-(bis(tert-butoxycarbonyl)amino)-2-methoxypyridin-3-yl)thio)propanoate